(1r,4r)-4-((5-bromopyridin-2-yl)oxy)cyclohexane-1-carboxylic acid BrC=1C=CC(=NC1)OC1CCC(CC1)C(=O)O